N-(3-(tert-butoxy)-3-oxopropyl)-prop-2-en-1-amine C(C)(C)(C)OC(CCNCC=C)=O